(S)-2-methylpiperazine-1-carboxylic acid tert-butylButyl ester C(C)(C)(C)C(CCC)OC(=O)N1[C@H](CNCC1)C